C1N(CC2=CC=CC=C12)CC=1OC=C(C(C1)=O)OCC1=C(C=C(C=C1)S(=O)(=O)C)C(F)(F)F 2-(isoindolin-2-ylmethyl)-5-((4-(methylsulfonyl)-2-(trifluoromethyl)benzyl)oxy)-4H-pyran-4-one